C(\C=C\C(=O)OC)(=O)OCC(N(CCOCC)CCOCC)=O [N,N-bis(2-ethoxyethyl)carbamoyl]methyl methyl (2E)-but-2-ene-1,4-dioate